C1(=CC=CC=C1)N1C(NC(C=C1)=O)=S 1-phenyl-2-sulfanylidene-1,2,3,4-tetrahydropyrimidin-4-one